FC1=CC=C(C=C1)C(N1C[C@@H](N(C[C@H]1C)C1=CC(N(C=2C=CC(=NC12)C#N)C)=O)C)C1=NC=CC=N1 8-[(2s,5r)-4-[(4-fluorophenyl)(pyrimidin-2-yl)methyl]-2,5-dimethylpiperazin-1-yl]-5-methyl-6-oxo-5,6-dihydro-1,5-naphthyridine-2-carbonitrile